C(C)(C)(C)OC(=O)N(C1(CC1)C(=O)OCC)C ethyl 1-((tert-butoxy carbonyl)(methyl)amino)cyclopropane-1-carboxylate